C(C)(C)(C)C1=CC=C(C(C(C2=CC=C(C=C2)C(C)(C)C)=O)=O)C=C1 di-tert-butylbenzil